OCCCCCN1N=C(C=C1)S(=O)(=O)N(CC1=CC=C(C=C1)OC)CC1=CC=C(C=C1)OC 1-(5-hydroxypentyl)-N,N-bis(4-methoxybenzyl)-1H-pyrazole-3-sulfonamide